The molecule is a benzazepine that is 2,3,4,5-tetrahydro-3-benzazepine bearing a phenyl substituent at position 1 and two hydroxy substituents at positions 7 and 8. It is a benzazepine, a member of catechols and a secondary amino compound. C1CNCC(C2=CC(=C(C=C21)O)O)C3=CC=CC=C3